CC1=NC(=NC=2N([C@H](C(NC12)=O)C)C)N[C@@H]1CCC2=NN(C=C21)CC=2C=NC(=CC2)C(F)(F)F (7S)-4,7,8-trimethyl-2-(((R)-2-((6-(trifluoromethyl)pyridin-3-yl)methyl)-2,4,5,6-tetrahydrocyclopenta[C]pyrazol-4-yl)amino)-7,8-dihydropteridin-6(5H)-one